C(C)C(CN=C=O)CCN=C=O 2-ethyl-butylene diisocyanate